9,9-bis[4-(2-acryloyloxyethoxy)phenyl]-2,7-diacetyloxyethoxyfluorene C(C=C)(=O)OCCOC1=CC=C(C=C1)C1(C2=CC(=CC=C2C=2C=CC=C(C12)OCCOC(C)=O)OC(C)=O)C1=CC=C(C=C1)OCCOC(C=C)=O